N-{2-[{2-[(tert-butoxycarbonyl)(methyl)amino]ethyl}(methyl)amino]ethyl}-N-methylglycyl-L-asparaginyl-L-proline C(C)(C)(C)OC(=O)N(CCN(CCN(CC(=O)N[C@@H](CC(N)=O)C(=O)N1[C@@H](CCC1)C(=O)O)C)C)C